1,2-dibromo-5-(difluoro(phenyl)methoxy)-3-iodobenzene BrC1=C(C(=CC(=C1)OC(C1=CC=CC=C1)(F)F)I)Br